C(CCCCCCCCCCCCCCCCC)[NH+](CCCCCCCCCCCCCCCCCC)C1=C(C=CC=C1)C N,N-dioctadecyl-tolylammonium